FC1=CC=C(C=C1)C=1C(=C2N(N1)CCC2)C=2C=CC=1N(C2)N=CN1 6-(2-(4-Fluorophenyl)-5,6-dihydro-4H-pyrrolo[1,2-b]pyrazol-3-yl)-[1,2,4]triazolo[1,5-a]pyridine